C1(CC1)N1C(=C2C(S1)=NC=N2)C(O)C2=CC(=CC=C2)C(F)(F)F (2-cyclopropyl-imidazo[5,1]thiazol-3-yl)-(3-trifluoromethyl-phenyl)-methanol